1-N-(4-(N-(tert-butyl)sulfamoyl)phenyl)-2-(5-(4-fluorophenyl)-1,3,4-oxadiazol-2-yl)-3-phenylpropanamide C(C)(C)(C)NS(=O)(=O)C1=CC=C(C=C1)NC(C(CC1=CC=CC=C1)C=1OC(=NN1)C1=CC=C(C=C1)F)=O